2,4-dibromo-3-chloro-1,5-dinitrobenzene BrC1=C(C=C(C(=C1Cl)Br)[N+](=O)[O-])[N+](=O)[O-]